Lithium(I) quinoxaline-6-carboxylate N1=CC=NC2=CC(=CC=C12)C(=O)[O-].[Li+]